ethyl 4-methyl-1-((2-(trimethylsilyl)ethoxy)methyl)-1H-pyrazole-3-carboxylate CC=1C(=NN(C1)COCC[Si](C)(C)C)C(=O)OCC